tert-butyl 4-(2-aminothiazole-4-yl)-3,6-dihydropyridine-1(2H)-carboxylate NC=1SC=C(N1)C=1CCN(CC1)C(=O)OC(C)(C)C